(p-aminophenyl)-p-phenylenediamine NC1=CC=C(C=C1)NC1=CC=C(C=C1)N